tert-butyl 4-({4-[(3-methyl-4-{[1,2,4]triazolo[1,5-a]pyridin-7-yloxy}phenyl)amino]pyrido[3,2-d]pyrimidin-6-yl}amino)piperidine-1-carboxylate CC=1C=C(C=CC1OC1=CC=2N(C=C1)N=CN2)NC=2C1=C(N=CN2)C=CC(=N1)NC1CCN(CC1)C(=O)OC(C)(C)C